[(S)-[(3aS,4R,6R,6aR)-4-(4-chloro-5-fluoro-pyrrolo[2,3-d]pyrimidin-7-yl)-2,2-dimethyl-4,5,6,6a-tetrahydro-3aH-cyclopenta[d][1,3]dioxol-6-yl]-(4-chlorophenyl)methyl] 4-phenylbenzoate C1(=CC=CC=C1)C1=CC=C(C(=O)O[C@H](C2=CC=C(C=C2)Cl)[C@H]2C[C@H]([C@H]3[C@@H]2OC(O3)(C)C)N3C=C(C2=C3N=CN=C2Cl)F)C=C1